5-amino-3-trifluoromethyl-cyanopyridine NC=1C=C(C(=NC1)C#N)C(F)(F)F